tri-tert-butyl-phosphine C(C)(C)(C)P(C(C)(C)C)C(C)(C)C